C(#N)C1=C(C=CC(=C1)N1CC(OC(C1)C)C)NCC1CCC(CC1)NC(OC(C)(C)C)=O tert-butyl ((1r,4r)-4-(((2-cyano-4-(2,6-dimethylmorpholino)phenyl)amino)methyl)cyclohexyl)carbamate